C(C1=CC=CC=C1)OC(=O)N1[C@H]([C@](CC1)([N+](=O)[O-])CO)CC1=C(C(=CC=C1)Br)F |o1:11,12| Benzyl-rel-(2S,3S)-2-[(3-bromo-2-fluorophenyl)methyl]-3-(hydroxymethyl)-3-nitropyrrolidine-1-carboxylate